C1(CCCCC1)C[C@@H](C(=O)N[C@H](CO)CCC(=O)N(C)C)NC(OCC1=CC(=CC=C1)Cl)=O 3-chlorobenzyl ((S)-3-cyclohexyl-1-(((S)-5-(dimethylamino)-1-hydroxy-5-oxopentan-2-yl)amino)-1-oxopropan-2-yl)carbamate